(R,E)-3-(1-(2-methoxyethyl)pyrrolidin-2-yl)acrylic Acid COCCN1[C@H](CCC1)/C=C/C(=O)O